3-(4-chlorophenyl)propylamine ClC1=CC=C(C=C1)CCCN